FC=1C(=C(C=CC1)C=O)N1N=CC=N1 (3-fluoro-2-(2H-1,2,3-triazol-2-yl)phenyl)methanone